C(C1=CC=CC=C1)(=O)N1C(N(C(C[C@]1(C1=CC2=C(SC3=C2C=C(C=C3)C#CC)C=C1)C)=O)C)=N (S)-1-Benzoyl-2-imino-3,6-dimethyl-6-(8-(prop-1-yn-1-yl)dibenzo[b,d]thiophen-2-yl)tetrahydropyrimidin-4(1H)-one